O=C(C[N+]1=CC=CC=C1)C1=CC=C(C=C1)C 1-(2-oxo-2-(p-tolyl)ethyl)pyridin-1-ium